3-(2-bromo-4-fluorobenzylidene)-5-(4-pyridinyl)-N-methyl-4-piperidone BrC1=C(C=C2CN(CC(C2=O)C2=CC=NC=C2)C)C=CC(=C1)F